(trans-2-phenylcyclopropyl)-1,3,4-thiadiazol-2-amine C1(=CC=CC=C1)[C@H]1[C@@H](C1)C1=NN=C(S1)N